FC(OC1=CC=C(C=C1)C1=CC(=CC2=C1N=CO2)N)(F)F 4-(4-(trifluoromethoxy)phenyl)benzo[d]oxazol-6-amine